Cl.COC1(CNC1)C 3-methoxy-3-methylazetidine Hydrochloride